ethylcyclopentadienyl-gallium (I) C(C)[Ga-]C1C=CC=C1